[K+].P(=O)([O-])([O-])[O-].C(CCCCCCCCCCC)=O.[K+].[K+] lauraldehyde phosphate potassium